ClC1=NC(=NC2=C1N(C=1C=CC(=CC21)C=O)CC(F)(F)F)C 4-chloro-2-methyl-5-(2,2,2-trifluoroethyl)pyrimido[5,4-b]indole-8-carbaldehyde